OC1(CNC1)C=1C=CC(=NC1)C1=C(C=C(C#N)C=C1)OC1=CC(=NC(=C1)N1CCOCC1)C 4-[5-(3-hydroxyazetidin-3-yl)pyridin-2-yl]-3-(2-methyl-6-morpholin-4-ylpyridin-4-yl)oxybenzonitrile